C(=O)(O)C1=CC(=CC(=C1)C(=O)O)C(=O)O 2,4,6-tricarboxyl-benzene